C(C=CCCCCCC)#N 2-nonenenitrile